5-hexenoic acid anion C(CCCC=C)(=O)[O-]